tert-butyl (E)-4-((3-methoxy-3-oxoprop-1-en-1-yl)oxy)piperidine-1-carboxylate COC(/C=C/OC1CCN(CC1)C(=O)OC(C)(C)C)=O